3-[3-(2-tert-Butylphenylamino)-2-hydroxypropyl]-1H-1,2,4-triazole-5(4H)-thione C(C)(C)(C)C1=C(C=CC=C1)NCC(CC1=NNC(N1)=S)O